BrCCOC=1C=C2CCN(CC2=CC1)S(=O)(=O)C 6-(2-bromoethoxy)-2-methanesulfonyl-1,2,3,4-tetrahydroisoquinoline